methyl-5-{3-[2-oxo-2-(piperazin-1-yl)ethyl]phenyl}pyridine-2-carboxamide CC=1C(=NC=C(C1)C1=CC(=CC=C1)CC(N1CCNCC1)=O)C(=O)N